ClCCCC(=O)N(C)C1=NNC(=C1)C1(CC1)F 4-chloro-N-(5-(1-fluorocyclopropyl)-1H-pyrazol-3-yl)-N-methylbutanamide